C(C)(C)(CC)C1=C(OC2=C(N)C=CC=C2)C=C(C=C1)C 2-(2-tert-amyl-5-methylphenoxy)aniline